FC1=CC=C2C=C(N(C2=C1)S(=O)(=O)C1=CC=CC=C1)C(=O)OCC ethyl 6-fluoro-1-(phenylsulfonyl)-1H-indole-2-carboxylate